BrC=1C=CC(=NC1)NC1C[C@@H]2[C@@H](CN(C2)C(=O)OC(C)(C)C)C1 tert-Butyl (3aR,5s,6aS)-5-((5-bromopyridin-2-yl)amino)hexahydrocyclopenta[c]pyrrole-2(1H)-carboxylate